COC(CCCN1C(=CC=C1C=O)CC1=C(C(=C(C=C1C=1OC2=C(C1)C=CC(=C2)O)O)CC=C(C)C)O)=O methyl-4-(2-(2,4-dihydroxy-6-(6-hydroxybenzofuran-2-yl)-3-(3-methylbut-2-en-1-yl)benzyl)-5-formyl-1H-pyrrol-1-yl)butanoate